CC(CP(S)=S)CC(C)(C)C 2,4,4-trimethylpentyl-dithiophosphinic acid